7-((4-(2-fluoro-6-(methylcarbamoyl)pyridin-3-yl)piperazin-1-yl)methyl)-6-chloropyrazolo[1,5-a]quinoxalin-4(5H)-one FC1=NC(=CC=C1N1CCN(CC1)CC=1C(=C2NC(C=3N(C2=CC1)N=CC3)=O)Cl)C(NC)=O